(2-oxo-4-piperidyl)-[(3R)-3-[4-(6-oxo-1H-pyridin-3-yl)phenyl]-3-[[(6S)-6-tert-butyl-5,6,7,8-tetrahydrothieno[2,3-b]quinoline-2-carbonyl]amino]propyl]ammonium O=C1NCCC(C1)[NH2+]CC[C@@H](NC(=O)C1=CC=2C(=NC=3CC[C@@H](CC3C2)C(C)(C)C)S1)C1=CC=C(C=C1)C1=CNC(C=C1)=O